ClC1=C(C=CC(=C1)C1=NOC(=N1)C)C1=NC=C(C(=O)NC2=NC=C(C(=N2)OCCN(C)C)C#N)C=C1 6-(2-chloro-4-(5-methyl-1,2,4-oxadiazol-3-yl)phenyl)-N-(5-cyano-4-(2-(dimethylamino)ethoxy)pyrimidin-2-yl)nicotinamid